FC1=CC=C(C(=O)NCCCCCN2C=CC3=C2N=CN=C3C3=CC=CC=C3)C=C1 4-fluoro-N-(5-(4-phenyl-7H-pyrrolo[2,3-d]pyrimidin-7-yl)pentyl)benzamide